NC\C(\CC=1N(C(NN1)=O)C1=C(C=C(C=C1)C1=CC=2C(=NON2)C=C1)F)=C\F [(E)-2-(aminomethyl)-3-fluoro-allyl]-4-[4-(2,1,3-benzoxadiazol-5-yl)-2-fluoro-phenyl]-1,2,4-triazol-3-one